N1-((R)-3-amino-2-hydroxypropyl)-4-(4-(aminomethyl)azepan-1-yl)-3-(2H-tetrazol-5-yl)benzene-1,2-disulfonamide bis(2,2,2-trifluoroacetate) FC(C(=O)O)(F)F.FC(C(=O)O)(F)F.NC[C@H](CNS(=O)(=O)C=1C(=C(C(=CC1)N1CCC(CCC1)CN)C=1N=NNN1)S(=O)(=O)N)O